(3S,5S)-8-(2-amino-6-((R)-1-(4-chloro-2-(3-methyl-1H-pyrazole-1-yl)phenyl)-2,2,2-trifluoroethoxy)pyrimidine-4-yl)-2-azaspiro[4.5]dec-7-ene-3-carboxylic acid hydrochloride Cl.NC1=NC(=CC(=N1)C1=CC[C@]2(C[C@H](NC2)C(=O)O)CC1)O[C@@H](C(F)(F)F)C1=C(C=C(C=C1)Cl)N1N=C(C=C1)C